NC1=C2C(=NC=N1)N(N=C2C2=NOC(=C2I)C2CC2)C2CC(C2)C(=O)OC methyl 3-[4-amino-3-(5-cyclopropyl-4-iodo-isoxazol-3-yl)pyrazolo[3,4-d]pyrimidin-1-yl]cyclobutanecarboxylate